CC=1N=C(SC1C)NC(=O)C=1C=C(C=CC1C)NCCOCCOCCOCCOCCOCCC(=O)O ((3-((4,5-dimethylthiazol-2-yl)carbamoyl)-4-methylphenyl)amino)-3,6,9,12,15-pentaoxaoctadecane-18-oic acid